(1R,4s)-4-((tert-butyldimethylsilyloxy)cyclohexyl)-2-methylbutan-2-amine [Si](C)(C)(C(C)(C)C)OC1(CCCCC1)CCC(C)(N)C